Cl.Cl.NC1(CS(C1)(=O)=O)C 3-amino-3-methylthietane 1,1-dioxide dihydrochloride